3-(rac-(5s,7s)-7-fluoro-5-phenyl-6,7-dihydro-5H-pyrrolo[1,2-b][1,2,4]triazol-2-yl)-2,2-dimethyl-3-oxo-propionitrile F[C@H]1C[C@H](N2N=C(N=C21)C(C(C#N)(C)C)=O)C2=CC=CC=C2 |r|